3-(4-Hydroxy-3-methylphenyl)-1-(4-nitrophenyl)prop-2-en-1-one OC1=C(C=C(C=C1)C=CC(=O)C1=CC=C(C=C1)[N+](=O)[O-])C